COC1=CC=C2C(CC=3C(=NOC3C2=C1)N)(C)C 8-methoxy-5,5-dimethyl-4,5-dihydronaphtho[2,1-d]isoxazol-3-amine